2-amino-6-chloro-7-(cyclopropylmethyl)-9-(4-methoxybenzyl)-7,9-dihydro-8H-purin-8-one NC1=NC(=C2N(C(N(C2=N1)CC1=CC=C(C=C1)OC)=O)CC1CC1)Cl